C(C#CCC)N1N=NC=C1C1=CC=C(C=C1)C(F)(F)F 1-pent-2-ynyl-5-[4-(trifluoromethyl)phenyl]triazole